N2-([1,1'-biphenyl]-3-yl)pyridine-2,3-diamine C1(=CC(=CC=C1)NC1=NC=CC=C1N)C1=CC=CC=C1